4-Methoxy-1-methyl-1H-indol-3-amine hydrochloride Cl.COC1=C2C(=CN(C2=CC=C1)C)N